C(C)(C)(C)C1=CC=C(C=C1)N(C(=O)[C@@H]1N(CCC1)C(=O)OCC1=CC=CC=C1)C(C(=O)N1CC(C1)O)C=1C=NC=CC1 benzyl (2R)-2-[(4-tert-butylphenyl)-[2-(3-hydroxyazetidin-1-yl)-2-oxo-1-(3-pyridyl)ethyl]carbamoyl]pyrrolidine-1-carboxylate